NC[C@@H](O)C(=O)O |r| racemic-isoserin